2-((1r,4R)-4-acetamidocyclohexylamino)-4-((1R,3S)-3-hydroxycyclohexylamino)pyrimidine-5-carboxamide C(C)(=O)NC1CCC(CC1)NC1=NC=C(C(=N1)N[C@H]1C[C@H](CCC1)O)C(=O)N